methyl 2-bromo-7-chloro-benzothiophene-5-carboxylate BrC=1SC2=C(C1)C=C(C=C2Cl)C(=O)OC